CC(C)O[Si](OCC)(CCC)CCC methylpropylpropyldiethoxysilane